(S)-3-(1,4-dimethyl-1H-benzo[d][1,2,3]triazol-5-yl)-3-(3-(((R)-2-ethyl-2,3-dihydropyrido[3,4-f][1,4]oxazepin-4(5H)-yl)methyl)-4-methylphenyl)-2,2-dimethylpropionic acid CN1N=NC2=C1C=CC(=C2C)[C@@H](C(C(=O)O)(C)C)C2=CC(=C(C=C2)C)CN2C[C@H](OC1=C(C2)C=NC=C1)CC